FC(C1=CN=CC(=N1)NC(O[C@@H]1[C@@H]2[C@@]([C@H](OC1)CO)(OC(O2)(C)C)C(C)(C)C)=O)(F)F tert-butyl((3aR,4R,7S,7aR)-4-(hydroxymethyl)-2,2-dimethyltetrahydro-4H-[1,3]dioxolo[4,5-c]pyran-7-yl) (6-(trifluoromethyl)pyrazin-2-yl)carbamate